FC=1C=C2C(=CNC2=CC1)CCN(C1CCC1)CCC N-(2-(5-fluoro-1H-indol-3-yl)ethyl)-N-propylcyclobutaneamine